Cl.NCC(C1=C(C(=CC=C1F)Cl)Cl)NC1=CC=C2C=CN(C(C2=C1)=O)C 7-{[2-amino-1-(2,3-dichloro-6-fluorophenyl)ethyl]amino}-2-methylisoquinolin-1-one hydrochloride